FC(C1=CC(=C(C=C1)[C@@H]1OC2=C(OC1)C=CC=C2C2CCN(CC2)CC2=NC1=C(N2C[C@H]2OCC2)C=C(C=C1)C(=O)O)F)F 2-((4-((S)-3-(4-(difluoromethyl)-2-fluorophenyl)-2,3-dihydrobenzo[b][1,4]dioxin-5-yl)piperidin-1-yl)methyl)-1-(((S)-oxetan-2-yl)methyl)-1H-benzo[d]imidazole-6-carboxylic acid